(R)-2-phenyl-2-(pyrrolidin-1-yl)cyclohexan-1-one C1(=CC=CC=C1)[C@]1(C(CCCC1)=O)N1CCCC1